2-amino-4,5-imidazoledicarbonitrile NC=1NC(=C(N1)C#N)C#N